N-(((2S,3R,6R)-2,6-dimethylmorpholin-3-yl)methyl)-6-(trifluoromethyl)pyrazin-2-amine hydrochloride Cl.C[C@H]1[C@H](NC[C@H](O1)C)CNC1=NC(=CN=C1)C(F)(F)F